N1(C=NC=C1)C(=O)NC1=NC(N(C=C1)C1=CC=C(CCN2CCC(CC2)NC(OC(C)(C)C)=O)C=C1)=O tert-butyl (1-(4-(4-(1H-imidazole-1-carboxamido)-2-oxopyrimidin-1(2H)-yl)phenethyl)piperidin-4-yl)carbamate